C(C)C1CCC(S1)=O 5-Ethyldihydro-2(3H)-thiophenon